4-(benzyloxy)-2-(methoxymethyl)pyrrolidine-1-carboxylate C(C1=CC=CC=C1)OC1CC(N(C1)C(=O)[O-])COC